propan-2-yl (trans-4-((4-(4-chloro-1H-pyrazol-3-yl)-5-cyanopyrimidin-2-yl)amino)cyclohexyl)(5-(2-methoxypyrimidin-5-yl)pyrazin-2-yl)carbamate ClC=1C(=NNC1)C1=NC(=NC=C1C#N)N[C@@H]1CC[C@H](CC1)N(C(OC(C)C)=O)C1=NC=C(N=C1)C=1C=NC(=NC1)OC